2-((4-((S)-2-(4-chloro-2-fluorophenyl)-2-methylbenzo[d][1,3]dioxol-4-yl)piperidin-1-yl)methyl)-3-(((S)-oxetan-2-yl)methyl)-3H-imidazo[4,5-c]pyridine-6-carboxylic acid ethyl ester C(C)OC(=O)C1=CC2=C(C=N1)N(C(=N2)CN2CCC(CC2)C2=CC=CC=1O[C@](OC12)(C)C1=C(C=C(C=C1)Cl)F)C[C@H]1OCC1